Methyl (S)-2-(2,6-difluoro-4-((R)-3-(trifluoromethyl)morpholino)benzamido)-3-(5-(1,6-dimethyl-2-oxo-4-(trifluoromethyl)-1,2-dihydropyridin-3-yl)quinolin-8-yl)propanoate FC1=C(C(=O)N[C@H](C(=O)OC)CC=2C=CC(=C3C=CC=NC23)C=2C(N(C(=CC2C(F)(F)F)C)C)=O)C(=CC(=C1)N1[C@H](COCC1)C(F)(F)F)F